2-(6-(1,4-dimethyl-1H-1,2,3-triazol-5-yl)-8-(phenyl-(tetrahydro-2H-pyran-4-yl)methyl)-8H-thieno[3',2':4,5]pyrrolo[3,2-b]pyridin-2-yl)propan-2-ol CN1N=NC(=C1C=1C=C2C(=NC1)C1=C(N2C(C2CCOCC2)C2=CC=CC=C2)SC(=C1)C(C)(C)O)C